N[C@@H](C)C(=O)N([C@@H](C)C(=O)N[C@@H](CCC(N)=O)C(=O)O)C(CC[C@H](N)C(=O)O)=O alanyl-(γ-glutamyl)-alanyl-glutamine